N(=C=O)CS(=O)(=O)CN=C=O bis(isocyanato methyl) sulfone